N-cyclohexyl-N'-(2-morpholinoethyl)-carbodiimide C1(CCCCC1)N=C=NCCN1CCOCC1